3-bromo-5-cyanomethyl-2-(1-hydroxyethyl)benzonitrile BrC=1C(=C(C#N)C=C(C1)CC#N)C(C)O